C(#N)C1=CC=C(C=C1)C1CCCC=2N1C=NC2 5-(p-cyanophenyl)-5,6,7,8-tetrahydroimidazo[1,5-a]pyridine